bromo-3-(3-fluoro-5-methoxy-2,6-dimethylphenyl)-7-tosyl-3,7-dihydro-4H-pyrrolo[2,3-d]pyrimidin-4-one BrC=1N(C(C2=C(N1)N(C=C2)S(=O)(=O)C2=CC=C(C)C=C2)=O)C2=C(C(=CC(=C2C)OC)F)C